dibutyl-tin dioleylmalate C(CCCCCCC\C=C/CCCCCCCC)OC(C(O)CC(=O)OCCCCCCCC\C=C/CCCCCCCC)=O.C(CCC)[Sn]CCCC